benzyl-D-serine C(C1=CC=CC=C1)N[C@H](CO)C(=O)O